5-carbamoylpyridin C(N)(=O)C=1C=CC=NC1